C1(=C(C=CC=C1)C(=O)C1=CC=CC=C1)C(=O)C1=CC=CC=C1 phenylenebis(phenylmethanone)